N-(3-(1H-pyrazol-4-yl)-1H-indol-7-yl)-2-(4-(acetamidomethyl)phenyl)-3-aminopropionamide N1N=CC(=C1)C1=CNC2=C(C=CC=C12)NC(C(CN)C1=CC=C(C=C1)CNC(C)=O)=O